(R)-1-(3-(5-fluoro-2-(6-methoxypyridin-3-ylamino)pyrimidin-4-yloxy)piperidin-1-yl)prop-2-en-1-one FC=1C(=NC(=NC1)NC=1C=NC(=CC1)OC)O[C@H]1CN(CCC1)C(C=C)=O